tert-Butyl 6-cyano-3-formyl-1H-indole-1-carboxylate C(#N)C1=CC=C2C(=CN(C2=C1)C(=O)OC(C)(C)C)C=O